OC1=C(C(=O)O)C=CC=C1C 2-hydroxy-3-methyl-benzoic acid